NC=1SC2=C(N1)C(=CC=C2F)C2=C(C=C1C(=NC(=NC1=C2F)Cl)N2CCN(CC2)C(C=C)=O)Cl 1-(4-(7-(2-Amino-7-Fluorobenzo[d]Thiazol-4-yl)-2,6-Dichloro-8-Fluoroquinazolin-4-yl)Piperazin-1-yl)Prop-2-Ene-1-One